4-((2,6-dichloro-4-(2-cyanovinyl)phenyl)amino)-6-methoxyquinazolin ClC1=C(C(=CC(=C1)C=CC#N)Cl)NC1=NC=NC2=CC=C(C=C12)OC